anti-uric acid N1C(=O)NC=2NC(=O)NC2C1=O